4-azido-1-((2-nitrophenyl)sulfonyl)pyrrolidine-2-carboxylic acid N(=[N+]=[N-])C1CC(N(C1)S(=O)(=O)C1=C(C=CC=C1)[N+](=O)[O-])C(=O)O